N-{6-[(5-cyclopropyl-1H-pyrazol-3-yl)amino]-5-methoxy-1,2-benzoxazol-3-yl}-2,6-dimethoxy-4-(morpholin-3-yl)benzene-1-sulfonamide C1(CC1)C1=CC(=NN1)NC1=CC2=C(C(=NO2)NS(=O)(=O)C2=C(C=C(C=C2OC)C2NCCOC2)OC)C=C1OC